ClC=1C2C(C=C(C1)Cl)(OC)S2 3,5-dichloroanisole sulfide